8-(2-hydroxy-2-methylpropyl)pyrido[2,3-d]pyrimidin-7(8H)-one OC(CN1C(C=CC2=C1N=CN=C2)=O)(C)C